5-p-methylphenyl-5-phenylhydantoin CC1=CC=C(C=C1)C1(C(NC(N1)=O)=O)C1=CC=CC=C1